OC=1C(=NC(=CC1)C1=CC=C(C=C1)C)C(=O)O 3-hydroxy-6-(p-tolyl)picolinic acid